Diethyl(4,7,8-trichloroquinolin-2-yl)methylphosphonate C(C)OP(OCC)(=O)CC1=NC2=C(C(=CC=C2C(=C1)Cl)Cl)Cl